C(#C)OC=1SC2=C(N1)C=CC=C2 (ethynyloxy)-1,3-benzothiazole